2-isopropyl-2-ethyl-1,3-propanediol C(C)(C)C(CO)(CO)CC